CS(=O)(=O)CCCCCN 5-(methylsulfonyl)pentan-1-amine